ClC=1C=C2C(=C(C(N(C2=CC1O)C)=O)C#N)N1CCC(CC1)C=1OC2=C(N1)C=C(C=C2)C 6-Chloro-7-hydroxy-1-methyl-4-[4-(5-methyl-1,3-benzooxazol-2-yl)piperidin-1-yl]-2-oxo-1,2-dihydro-quinoline-3-carbonitrile